NC1=C(SC(=C1)C1=CC(=CC=C1)F)C(=O)NC1=NC=CN=C1 3-amino-5-(3-fluorophenyl)-N-(pyrazin-2-yl)thiophene-2-carboxamide